CC1=NN(C=C1C=O)C1=NC(=NC=C1C)NC1=CC(=CC(=C1)[N+](=O)[O-])C 3-methyl-1-(5-methyl-2-(3-methyl-5-nitrophenylamino)pyrimidin-4-yl)-1H-pyrazole-4-Formaldehyde